benzyloxy(2-bromobenzyloxy)diethylsilane C(C1=CC=CC=C1)O[Si](CC)(CC)OCC1=C(C=CC=C1)Br